CNC=1C=C2C=CC(=CC2=CC1)C#N 6-(methylamino)-2-naphthonitrile